C1(CCC1)C=1C(=NN(C1NC(OC1CC(C1)(F)F)=O)C)C1CCCCC1 3,3-difluorocyclobutyl (4-cyclobutyl-3-cyclohexyl-1-methyl-1H-pyrazol-5-yl)carbamate